C(CCCCCCCCCCCCCCCCC)OP1OCC2(CO1)COP(OC2)OCCCCCCCCCCCCCCCCCC 3,9-Bis(octadecyloxy)-2,4,8,10-tetraoxa-3,9-diphospha-spiro[5.5]undecan